COC1=C(C=C(C=C1)NC(C1=CC(=C(C=C1)C)CNC=1C=NC=NC1)=O)C(F)(F)F N-(4-methoxy-3-(trifluoromethyl)phenyl)-4-methyl-3-((pyrimidin-5-ylamino)methyl)benzamide